CSC1=CC(=CN=N1)N 6-(methylsulfanyl)pyridazin-4-amine